2-(1-(hydroxymethyl)cyclopropyl)-5-((4-methoxybenzyl)amino)-isonicotinamide OCC1(CC1)C=1C=C(C(=O)N)C(=CN1)NCC1=CC=C(C=C1)OC